(S)-1-Benzyl-N-(1-methyl-2-oxo-1,2,3,4,5,6-hexahydroimidazo[1,5-a][1,3]diazocin-3-yl)-1H-1,2,4-triazol-3-carboxamid C(C1=CC=CC=C1)N1N=C(N=C1)C(=O)N[C@@H]1C(N(C=2N(CCC1)C=NC2)C)=O